C(C1=CC=CC=C1)OC1=C(C(=O)N2CC3=CC=CC(=C3C2)NC(\C=C\CN(C)C)=O)C(=CC(=C1C)O)O (E)-N-(2-(2-(Benzyloxy)-4,6-dihydroxy-3-methylbenzoyl)isoindolin-4-yl)-4-(dimethylamino)but-2-enamide